(R)-N-(1-(3-amino-5-(trifluoromethyl)phenyl)ethyl)-6-(cyclopentyloxy)-2-methyl-7-(pyrrolidin-1-yl)pyrido[2,3-d]pyrimidin-4-amine NC=1C=C(C=C(C1)C(F)(F)F)[C@@H](C)NC=1C2=C(N=C(N1)C)N=C(C(=C2)OC2CCCC2)N2CCCC2